2-cyclopropoxy-5-(trifluoromethyl)aniline C1(CC1)OC1=C(N)C=C(C=C1)C(F)(F)F